FC(OC[C@@H](C1=CC(=CC=C1)OC(F)(F)F)NC(C[C@@](C)(O)C1(CC1)F)=O)F (R)-N-((R)-2-(difluoromethoxy)-1-(3-(trifluoromethoxy)phenyl)ethyl)-3-(1-fluorocyclopropyl)-3-hydroxybutanamide